C(C1=CC=CC=C1)C(C(=O)O)CC.C(CCC)(=O)OCC1=CC=CC=C1 benzyl butyrate (BENZYL BUTYRATE)